N-(4,4-difluorocyclohexyl)-4-(methylsulfonyl)-6-(4-methylthiazol-2-yl)pyridin-2-amine FC1(CCC(CC1)NC1=NC(=CC(=C1)S(=O)(=O)C)C=1SC=C(N1)C)F